tert-butyl N-{2-[(4-{[3-(4-aminophenyl)-1-tert-butyl-4-cyano-1H-pyrazol-5-yl]amino}pyridin-2-yl)oxy]ethyl}carbamate NC1=CC=C(C=C1)C1=NN(C(=C1C#N)NC1=CC(=NC=C1)OCCNC(OC(C)(C)C)=O)C(C)(C)C